NC(C(=O)O)CC=1C=NC(=CC1)CN=[N+]=[N-] 2-amino-3-(6-(azidomethyl)pyridin-3-yl)propionic acid